1-formyl-2,4-dimethylbenzene C(=O)C1=C(C=C(C=C1)C)C